[2H]C1(C(N(C(C(N1[2H])([2H])[2H])([2H])[2H])[2H])([2H])[2H])[2H] piperazine-d10